2-(4-allyl-4-hydroxypiperidin-1-yl)-4-bromo-N-(2-(but-3-en-1-yl(4-methoxybenzyl)amino)-6-methylpyrimidin-4-yl)benzamide C(C=C)C1(CCN(CC1)C1=C(C(=O)NC2=NC(=NC(=C2)C)N(CC2=CC=C(C=C2)OC)CCC=C)C=CC(=C1)Br)O